CN(C)CC1=CC=C(C=C1)[S@](=O)(NC)=NC(NC1=C2CCCC2=CC=2CCCC12)=O (R)-4-((dimethylamino)methyl)-N'-((1,2,3,5,6,7-hexahydro-s-indacen-4-yl)carbamoyl)-N-methylbenzenesulfonimidamide